2-(furan-2-yl)-4-phenylpyridin-3-amine O1C(=CC=C1)C1=NC=CC(=C1N)C1=CC=CC=C1